2-chloro-4-phenyl-6-(4-((1S,5R,6S)-tricyclo[3.1.1.03,6]heptan-2-yl)phenyl)pyrimidine ClC1=NC(=CC(=N1)C1=CC=CC=C1)C1=CC=C(C=C1)C1[C@@H]2C3C(CC13)C2